(E)-1-(4-(3-(benzo[d]oxazol-2-yl-thio)propoxy)phenyl)-3-(4-methoxyphenyl)-2-propen-1-one O1C(=NC2=C1C=CC=C2)SCCCOC2=CC=C(C=C2)C(\C=C\C2=CC=C(C=C2)OC)=O